(2S,2'S)-4,4'-((pentane-1,4-diylbis(oxy))bis(4-fluoro-6-methoxybenzo[b]thiophene-5,2-diyl))bis(2-methyl-4-oxobutanoic acid) C(CCC(C)OC1=C(C2=C(SC(=C2)C(C[C@@H](C(=O)O)C)=O)C=C1OC)F)OC1=C(C2=C(SC(=C2)C(C[C@@H](C(=O)O)C)=O)C=C1OC)F